tert-butyl 3-(2-(benzyloxy)ethoxy)azetidine-1-carboxylate C(C1=CC=CC=C1)OCCOC1CN(C1)C(=O)OC(C)(C)C